C(C)(C)(C)C1=CCC(N)(C=C1)C1=CC(=CC(=C1)C(C)(C)C)C(C)(C)C 4-tert-butyl-1-(3',5'-di-tert-butylphenyl)aniline